C(C)(=O)O[C@H]1C[C@](C(=O)OC)(OC(C(F)(F)F)=NC2=CC=CC=C2)O[C@H]([C@@H]1N(C(=O)OC(C)(C)C)C(C)=O)[C@H](OC(C)=O)[C@H](OC(C)=O)COC(C)=O Methyl 4,7,8,9-tetra-O-acetyl-5-[acetyl(tert-butoxycarbonyl)amino]-3,5-dideoxy-2-O-(2,2,2-trifluoro-N-phenylethanimidoyl)-D-glycero-β-D-galacto-non-2-ulopyranosonate